C(CCCCCCCCCCCCCCCCCCC)(=O)OCCCCCCCCCCCCCCCCCCCC eicosanyl eicosanate